FC(C1(CC1)CCOC1=NN(C=C1)N1S(C2=CC=NC(NCCCC3CCN(C4=NC=CC=C4C1=O)C3)=C2)(=O)=O)(F)F 3-{2-[1-(trifluoromethyl)cyclopropyl]ethoxyl-1H-pyrazol-1-yl}-2λ6-thia-3,9,11,18,20-pentaazatetracyclo[17.3.1.111,14.05,10]tetracosa-1(22),5,7,9,19(23),20-hexaene-2,2,4-trione